C(C1=CC=CC=C1)N1C(C2N(CCNC2)C(C1)=O)=O 8-benzylhexahydro-2H-pyrazino[1,2-a]pyrazine-6,9-dione